FC1=CC=CC2=C1N(C(=N2)C=2C(=NON2)N)CC=2C=NC=CC2 4-[7-fluoro-1-(pyridin-3-ylmethyl)benzoimidazol-2-yl]-1,2,5-oxadiazol-3-amine